(2R)-2-methyl-5-(prop-2-ylidene)cyclopentanecarboxylic acid ethyl ester C(C)OC(=O)C1[C@@H](CCC1=C(C)C)C